2-[2-(glycylamino)acetylamino]-1,9-dihydropurin-6-one NCC(=O)NCC(=O)NC=1NC(C=2N=CNC2N1)=O